(+-)-4-[3-(2-chlorophenyl)-1,4-oxazepan-4-yl]-6-methyl-pyrimidin-2-amine ClC1=C(C=CC=C1)[C@@H]1COCCCN1C1=NC(=NC(=C1)C)N |r|